FC=1C=C(CC2=CC(=NC=C2)N2N=C(C(=C2CO)C(=O)N)C)C=C(C1)C(F)(F)F 1-(4-(3-Fluoro-5-(trifluoromethyl)benzyl)pyridin-2-yl)-5-(hydroxymethyl)-3-methyl-1H-pyrazol-4-carboxamid